(4-(methylsulfonyl)piperidin-4-yl)methanolate hydrochloride Cl.CS(=O)(=O)C1(CCNCC1)C[O-]